7-[(3S)-3-(dimethylamino)pyrrolidin-1-yl]-2-(8-fluoro-2-methylimidazo[1,2-a]pyridin-6-yl)-4H-pyrido[1,2-a]pyrimidin-4-one CN([C@@H]1CN(CC1)C=1C=CC=2N(C(C=C(N2)C=2C=C(C=3N(C2)C=C(N3)C)F)=O)C1)C